ClC=1C=C(C=C(C1)SCC)NC(=O)C=1SC(=C(C1)C1=NC=C(C=N1)OCC)C N-(3-chloro-5-(ethylsulfanyl)phenyl)-4-(5-ethoxypyrimidin-2-yl)-5-methylthiophene-2-carboxamide